C(C)(C)(C)OC(=O)N1C(CCC2=CC(=CC=C12)OC=1C=CC=C2C=CC=NC12)=O 2-oxo-6-(quinolin-8-yloxy)-3,4-dihydroquinoline-1(2H)-carboxylic acid tert-butyl ester